C(C)(=O)NC1[C@H]2CCN(CC[C@@H]12)C(=O)OCC1=CC=CC=C1 benzyl (1r,7s,8r)-8-acetamido-4-azabicyclo[5.1.0]octane-4-carboxylate